C1(=CC=CC=C1)N1C2=CC=CC=C2C=2C=C(C=CC12)N(C1=CC=CC=C1)C1=CC=C(C=C1)C1=CC=C(C=C1)C=1C2=CC=CC=C2C(=C2C=CC(=CC12)C(C)(C)C)C1=CC=C(C=C1)C1=CC=C(C=C1)N(C=1C=CC=2N(C3=CC=CC=C3C2C1)C1=CC=CC=C1)C1=CC=CC=C1 9,10-bis{4'-[N-(9-phenylcarbazole-3-yl)-N-phenylamino]biphenyl-4-yl}-2-tert-butylanthracene